C(C)(C)(C)OC(=O)N1CCC(C2=CC=CC(=C12)OC)N1C(N(C2=NC(=NC=C2C1)SC)C)=O 8-methoxy-4-(1-methyl-7-methylsulfanyl-2-oxo-4H-pyrimido[4,5-d]pyrimidin-3-yl)-2,3-dihydroquinoline-1-carboxylic acid tert-butyl ester